6-Bromo-7-methoxy-2-methyl-1,2,3,4-tetrahydroisoquinoline BrC=1C=C2CCN(CC2=CC1OC)C